dibenzo[b,d]thiophen-3-ylboronic acid C1=CC(=CC=2SC3=C(C21)C=CC=C3)B(O)O